ClC=1C=CC=C2C=CC=C(C12)CC1=CN=C2C(=NC(=NN21)OC[C@H]2N(CCC2)C)N2C[C@@H](N(CC2)C(=O)OCC2=CC=CC=C2)CC#N benzyl (S)-4-(7-((8-chloronaphthalen-1-yl)methyl)-2-(((S)-1-methylpyrrolidin-2-yl)methoxy)imidazo[2,1-f][1,2,4]triazin-4-yl)-2-(cyanomethyl)piperazine-1-carboxylate